C1(=O)OC(C2=CC=CC=C12)=O phthalidone